tert-butyl 9-(5-cyano-4-(pyrimidin-2-yl)-1H-pyrazol-3-yl)-3-azaspiro[5.5]undec-8-ene-3-carboxylate C(#N)C1=C(C(=NN1)C1=CCC2(CCN(CC2)C(=O)OC(C)(C)C)CC1)C1=NC=CC=N1